N-(2,2,2-trichloroethoxycarbonyl)-N-benzyloxycarbonyl-lysine ClC(COC(=O)N([C@@H](CCCCN)C(=O)O)C(=O)OCC1=CC=CC=C1)(Cl)Cl